potassium N,N-dipropylglycine C(CC)N(CC(=O)O)CCC.[K]